N(CC1=C(C=CC=C1)O)CC1=C(C=CC=C1)O 4'-[azanediylbis(methylene)]bisphenol